1-(1H-Benzo[d]imidazol-6-yl)-5-(4-cyclohexylphenyl)-3-methoxy-4-methyl-1H-pyrrol-2(5H)-one N1C=NC2=C1C=C(C=C2)N2C(C(=C(C2C2=CC=C(C=C2)C2CCCCC2)C)OC)=O